bromo-N,N-dimethyl-[1,1'-biphenyl]-3-amine BrC1=C(C=CC=C1N(C)C)C1=CC=CC=C1